palmitic acid, azide C(CCCCCCCCCCCCCCC)(=O)N=[N+]=[N-]